2-((3,3-difluoroazetidin-1-yl)methyl)-4-ethynyl-6-methylpyrimidine FC1(CN(C1)CC1=NC(=CC(=N1)C#C)C)F